C(NC1=CC=CC=C1)(O)=O.C(N)(OC1=CC=CC=C1)=O phenyl carbamate (carbanilate)